ClC1=CC(=C(C=C1)N1C(C(=C(C(=C1C)C)C1=CC(=C(C=C1)Cl)Cl)C(=O)O)=O)F 1-(4-chloro-2-fluoro-phenyl)-4-(3,4-dichlorophenyl)-5,6-dimethyl-2-oxo-pyridine-3-carboxylic acid